C(#N)OC(CCCC)=O.[Na] sodium cyanopentanoate